FC(C1=CC=C(C=C1)N1C[C@@H]2N(C3=C1C=CC=N3)CC[C@H](C2)C(=O)O)(F)F (6aR,8R)-5-(4-(trifluoromethyl)phenyl)-6,6a,7,8,9,10-hexahydro-5H-dipyrido[1,2-a:3',2'-e]pyrazine-8-carboxylic acid